dichloro[2,6-bis[4-(R)-tert-butyl-2-oxazolyl]-4-chloropyridine] cobalt [Co].ClC=1C(=C(C(=NC1C=1OC=C(N1)C(C)(C)C)C=1OC=C(N1)C(C)(C)C)Cl)Cl